benzyl (S)-2-(cyanomethyl)-4-(2-(((R)-1-(dimethylamino)propan-2-yl)carbamoyl)-3-methyl-7-(8-methylnaphthalen-1-yl)-5,6,7,8-tetrahydro-1,7-naphthyridin-4-yl)piperazine-1-carboxylate C(#N)C[C@@H]1N(CCN(C1)C1=C(C(=NC=2CN(CCC12)C1=CC=CC2=CC=CC(=C12)C)C(N[C@@H](CN(C)C)C)=O)C)C(=O)OCC1=CC=CC=C1